Cl.[C@H]12CNC[C@@H]2C1CN1C(C=CC=C1)=O 1-((1r,5s,6r)-3-azabicyclo[3.1.0]hexane-6-yl-methyl)-pyridin-2(1H)-one hydrochloride